6-chloro-2-methyl-3-[(E)-(2-methylhydrazono)methyl]pyridine ClC1=CC=C(C(=N1)C)/C=N/NC